2-Methyl-N-(4-chlorophenyl)-N-[1-(1-phenylpropan-2-yl)piperidin-4-yl]propanamide CC(C(=O)N(C1CCN(CC1)C(CC1=CC=CC=C1)C)C1=CC=C(C=C1)Cl)C